5-(Isoindolin-2-ylmethyl)-2-((1-(methylsulfonyl)piperidin-4-yl)methoxy)benzonitrile C1N(CC2=CC=CC=C12)CC=1C=CC(=C(C#N)C1)OCC1CCN(CC1)S(=O)(=O)C